Triundecanoyl-glycerol C(CCCCCCCCCC)(=O)C(C(O)(C(CCCCCCCCCC)=O)C(CCCCCCCCCC)=O)(O)CO